C(C)(C)(C)OC(=O)N1C(CN(CC1)C=1C=NC(=C(C1)C)N)(C)C 4-(6-amino-5-methylpyridin-3-yl)-2,2-dimethylpiperazine-1-carboxylic acid tert-butyl ester